1-(4-hydroxypiperidin-1-yl)-1-oxopropan-2-yl(methyl)carbamate OC1CCN(CC1)C(C(C)N(C([O-])=O)C)=O